C(=O)(OCC1=CC=CC=C1)N1CCC2=CC(=C(C=C12)OCC1=CC=CC=C1)OCC1=CC=CC=C1 1-carbobenzoxy-5,6-dibenzyloxyindoline